OC1=C(C=C(C(=C1)O)C(C)C)C1=NN=C(N1C1=CC=C(C=C1)CN1CCN(CC1)C(CCC(C(=O)OC(C(=O)O)C)C)=O)C(NCC)=O 2-[5-[4-[[4-[3-(2,4-dihydroxy-5-isopropyl-phenyl)-5-(ethylcarbamoyl)-1,2,4-triazol-4-yl]phenyl]methyl]piperazin-1-yl]-2-methyl-5-oxo-pentanoyl]oxypropanoic acid